3-(3-(Benzyloxy)-4-methoxyphenyl)-1-(2-hydroxy-4,6-dimethoxyphenyl)-2-propen-1-one C(C1=CC=CC=C1)OC=1C=C(C=CC1OC)C=CC(=O)C1=C(C=C(C=C1OC)OC)O